tin(IV) 1,2-benzenedithiolate C=1(C(=CC=CC1)[S-])[S-].[Sn+4].C=1(C(=CC=CC1)[S-])[S-]